tert-butyl 2-[7-[4-fluoro-2-(2-methoxyethoxy) phenyl]-4-(trifluoromethyl-sulfonyloxy) thieno[3,2-c]pyridin-6-yl]-6,7-dihydro-4H-pyrazolo[1,5-a]pyrazine-5-carboxylate FC1=CC(=C(C=C1)C=1C2=C(C(=NC1C1=NN3C(CN(CC3)C(=O)OC(C)(C)C)=C1)OS(=O)(=O)C(F)(F)F)C=CS2)OCCOC